N1C(NCC1=O)=O imidazole-2,5(1H,3H)-dione